N12CCN(C(CC1)CC2)C(=O)N2N=C(C1=C2CCC1)C1=CC=C(C=C1)C 1,4-diazabicyclo[3.2.2]nonan-4-yl-[3-(p-tolyl)-5,6-dihydro-4H-cyclopenta[c]pyrazol-1-yl]methanone